[N+](=O)([O-])C1=CC=C(C=C1)[C@H]1[C@@H](C1)N trans-2-(4-nitrophenyl)cyclopropylamine